ClC1=C(OC(C(=O)OCC)(C)C)C(=CC(=C1)CN1C(N(CC1=O)C1=CC=C(C=C1)C(F)(F)F)=O)C Ethyl 2-(2-chloro-4-((2,5-dioxo-3-(4-(trifluoromethyl) phenyl) imidazolidin-1-yl) methyl)-6-methylphenoxy)-2-methylpropionate